D-N-methyllysine CN[C@H](CCCCN)C(=O)O